O=C1NC(CCC1N1C(C2=CC=C(C=C2C1=O)NCC(=O)N1CCC(CC1)NC1=CC=CC(=N1)C(=O)N)=O)=O 6-((1-((2-(2,6-dioxopiperidin-3-yl)-1,3-dioxoisoindolin-5-yl)glycyl)piperidin-4-yl)amino)picolinamide